S1C(=NC2=C1C=CC=C2)OC2=CC=C(CN1CCCCC1)C=C2 1-[4-(benzothiazol-2-yloxy)-benzyl]-piperidin